vinyltris(1,1-dimethyl-1-ethynylmethoxy)silane C(=C)[Si](OC(C)(C)C#C)(OC(C)(C)C#C)OC(C#C)(C)C